3-[[5-(3,5-dichlorophenyl)-5-(trifluoromethyl)-4H-isoxazol-3-yl]amino]-N-(2,4-difluoro-phenyl)-2-fluoro-benzamide ClC=1C=C(C=C(C1)Cl)C1(CC(=NO1)NC=1C(=C(C(=O)NC2=C(C=C(C=C2)F)F)C=CC1)F)C(F)(F)F